β-methoxypropionamide COCCC(=O)N